C1(=CC=CC=C1)C1=C(C(=NN=N1)C1=C2C(=CC=C1C1=CC=CC=C1)N=C1C=CC3=C4C=CC=CC4=NC3=C12)C1=C(C=CC=C1)C=1C(=CC=CC1)C1=CC=CC=C1 (phenyl)(terphenylyl)[(Phenyl)indolocarbazolyl]triazine